C1(CC1)CN(C1=CC(N(C=2C=CC(=NC12)C#N)C)=O)C1=CC=C(C=C1)C1=CC=C(C=C1)C 8-((cyclopropylmethyl)(4'-methyl-[1,1'-biphenyl]-4-yl)amino)-5-methyl-6-oxo-5,6-dihydro-1,5-naphthyridine-2-carbonitrile